CC1=NC(=CC(=C1)C1=CC=C2C(=C(NC2=C1)C1CCN(CC1)C(=O)OC(C)(C)C)C)C tert-butyl 4-[6-(2,6-dimethyl-4-pyridyl)-3-methyl-1H-indol-2-yl]piperidine-1-carboxylate